(Z)-1-[2,4-Dihydroxy-6-[(2S,3S,4S,5S,6S)-3,4,5-trihydroxy-6-(hydroxymethyl)oxan-2-yl]oxyphenyl]-3-(4-hydroxyphenyl)prop-2-en-1-one OC1=C(C(=CC(=C1)O)O[C@@H]1O[C@H]([C@H]([C@@H]([C@@H]1O)O)O)CO)C(\C=C/C1=CC=C(C=C1)O)=O